N-(1-(4-chlorophenyl)-1H-pyrazol-5-yl)pyrazolo[1,5-a]pyrimidine-3-carboxamide ClC1=CC=C(C=C1)N1N=CC=C1NC(=O)C=1C=NN2C1N=CC=C2